ClC1=NC=2N(C=C1)N=C(C2C2=CC(=NC(=C2)C)C)C=2C=C(C#N)C=CC2 3-[5-Chloro-3-(2,6-dimethyl-4-pyridyl)pyrazolo[1,5-a]pyrimidin-2-yl]benzonitrile